4-(methylsulfonyl)-4,5,6,7-tetrahydropyrazolo[1,5-a]pyrimidine-6-carboxylic acid ethyl ester C(C)OC(=O)C1CN(C=2N(C1)N=CC2)S(=O)(=O)C